4-(3-phenylpropyl)piperidine tert-butyl-4-[3-(azidocarbonyl)-5-fluoropyrrolo[2,3-b]pyridin-1-yl]piperidine-1-carboxylate C(C)(C)(C)OC(=O)N1CCC(CC1)N1C=C(C=2C1=NC=C(C2)F)C(=O)N=[N+]=[N-].C2(=CC=CC=C2)CCCC2CCNCC2